2-Chloro-N-(2,2-difluoroethyl)-3,4-difluorobenzamide ClC1=C(C(=O)NCC(F)F)C=CC(=C1F)F